1-(1-(6-((2,6-dioxopiperidin-3-yl)carbamoyl)pyridin-3-yl)piperidin-4-yl)azetidin-3-one O=C1NC(CCC1NC(=O)C1=CC=C(C=N1)N1CCC(CC1)N1CC(C1)=O)=O